C(C)OP(=O)(CC1=CC=C(C=C1)C1=CN=C2C(=N1)N(N=N2)CC=2C=C1C=CC=NC1=CC2)C Methyl-(4-(1-(quinolin-6-ylmethyl)-1H-[1,2,3]triazolo[4,5-b]pyrazin-6-yl)benzyl)-phosphinic acid ethyl ester